5-(4-(4-Fluorophenyl)-4-oxobutylamino)-3-methylbenzofuran-2-carboxylic acid FC1=CC=C(C=C1)C(CCCNC=1C=CC2=C(C(=C(O2)C(=O)O)C)C1)=O